FC1=C(C=CC=C1)C1OC1 2-fluorophenyl-oxirane